FC(CN1C(=NC2=NC=C(C=C21)C=2C=CN1N=C(N=CC12)NC1CC(C1)(C)C)C)F 5-(1-(2,2-difluoroethyl)-2-methyl-1H-imidazo[4,5-b]pyridin-6-yl)-N-(3,3-dimethylcyclobutyl)pyrrolo[2,1-f][1,2,4]triazin-2-amine